8-((1-Methylazetidin-3-yl)oxy)-2-(5-((3-methyloxetan-3-yl)methoxy)-1H-benzo[d]imidazol-1-yl)quinoline CN1CC(C1)OC=1C=CC=C2C=CC(=NC12)N1C=NC2=C1C=CC(=C2)OCC2(COC2)C